(3R)-1-((2-(3'-(4-((2-acetamidoethyl)amino)-4,5,6,7-tetrahydropyrazolo[1,5-a]pyridine-2-carboxamido)-2,2'-dimethyl-[1,1'-biphenyl]-3-yl)-7-cyanobenzo[d]oxazol-5-yl)methyl)pyrrolidine C(C)(=O)NCCNC1C=2N(CCC1)N=C(C2)C(=O)NC=2C(=C(C=CC2)C2=C(C(=CC=C2)C=2OC1=C(N2)C=C(C=C1C#N)CN1CCCC1)C)C